2,3-dihydroazepine N1CCC=CC=C1